1-(6-(benzyloxy)-9-(4-hydroxybenzyl)-9H-purin-2-yl)-1H-pyrazole-4-carboxylic acid ethyl ester C(C)OC(=O)C=1C=NN(C1)C1=NC(=C2N=CN(C2=N1)CC1=CC=C(C=C1)O)OCC1=CC=CC=C1